(S)-4-(4-(3-(4-fluorophenyl)morpholino)-2-(1-(2-hydroxy-2-methylpropyl)-1H-pyrazol-4-yl)quinazolin-6-yl)-6-methyl-1,6-dihydro-7H-pyrrolo[2,3-c]pyridin-7-one FC1=CC=C(C=C1)[C@H]1COCCN1C1=NC(=NC2=CC=C(C=C12)C=1C2=C(C(N(C1)C)=O)NC=C2)C=2C=NN(C2)CC(C)(C)O